BrC=1C=C(C(=CC1)N)NCC(F)F 4-bromo-2-N-(2,2-difluoroethyl)benzene-1,2-diamine